4-(chloromethyl)-N-(4-hydroxybutyl)benzamide methyl-5-[4-[4-(dimethoxymethyl)-1-piperidyl]phenyl]-6-(4-hydroxyphenyl)-8,9-dihydro-7H-benzo[7]annulene-2-carboxylate COC(=O)C=1C=CC2=C(CCCC(=C2C2=CC=C(C=C2)N2CCC(CC2)C(OC)OC)C2=CC=C(C=C2)O)C1.ClCC1=CC=C(C(=O)NCCCCO)C=C1